C1(CC1)NC(=O)C=1C=NN2C1C(=CC(=C2)OCC(C)(C)O)C=2C=NC(=CC2)N2CC1N(C(C2)C1)CC=1C=NC(=CC1)OC N-cyclopropyl-6-(2-hydroxy-2-methylpropyloxy)-4-(6-(6-((6-methoxypyridin-3-yl)methyl)-3,6-diazabicyclo[3.1.1]heptan-3-yl)pyridin-3-yl)pyrazolo[1,5-a]pyridine-3-carboxamide